C(\C=C\C)(=O)N1CC2(C1)CN(CC2)C2=NC(=NC(=C2C#N)C2=C1C=NNC1=CC=C2C)OC[C@H]2N(CCC2)C 4-(2-((E)-but-2-enoyl)-2,6-diazaspiro[3.4]octan-6-yl)-6-(5-methyl-1H-indazol-4-yl)-2-(((S)-1-methylpyrrolidin-2-yl)methoxy)pyrimidine-5-carbonitrile